NC1=NC=NC=2C3=C(\C(\C(C12)(C)C)=N/O)C=C(C=C3)OC3CCC(CC3)NC(OC(C)(C)C)=O tert-butyl N-[4-[(6Z)-4-amino-6-hydroxyimino-5,5-dimethyl-benzo[h]quinazolin-8-yl]oxycyclohexyl]carbamate